C1=C2C=C3C(=CC=C4C=5C=CC=CC5C=C34)C2=CC=C1 trans-Indenofluoren